N1C[C@H](CCC1)NC1=NC=C(C(=N1)C1=CNC2=NC(=CC=C21)C2CCOCC2)C(F)(F)F (S)-N-(piperidin-3-yl)-4-(6-(tetrahydro-2H-pyran-4-yl)-1H-pyrrolo[2,3-b]pyridin-3-yl)-5-(trifluoromethyl)pyrimidin-2-amine